5-cyclohexylbenzhydrylammonium C1(CCCCC1)C=1C=CC=C(C(C2=CC=CC=C2)[NH3+])C1